β-aminocaproic acid NC(CC(=O)O)CCC